1,4-bis[(3-(3-aminopropyl)-myristylamino)-2-hydroxy-propyl]-piperazine NCCCC(CCNCC(CN1CCN(CC1)CC(CNCCC(CCCCCCCCCCC)CCCN)O)O)CCCCCCCCCCC